1-(5-(3,6-bis(2,6-dimethylphenyl)-9H-carbazol-9-yl)-2-chlorophenyl)-3,6-bis(3,5-dimethylphenyl)-9H-carbazole CC1=C(C(=CC=C1)C)C=1C=CC=2N(C3=CC=C(C=C3C2C1)C1=C(C=CC=C1C)C)C=1C=CC(=C(C1)C1=CC(=CC=2C3=CC(=CC=C3NC12)C1=CC(=CC(=C1)C)C)C1=CC(=CC(=C1)C)C)Cl